VANADIUM NITROGEN N-(2-(((1R,4R)-4-methoxycyclohexyl)amino)-8-(4-(2-carbonyl-pyrrolidin-1-yl)phenyl)pyrido[4,3-d]pyrimidin-5-yl)benzamide COC1CCC(CC1)NC=1N=CC2=C(N1)C(=CN=C2NC(C2=CC=CC=C2)=O)C2=CC=C(C=C2)N2C(CCC2)=C=O.[N].[V]